pyrido[3,2-d]pyrimidine-4-carbonitrile N1=CN=C(C2=C1C=CC=N2)C#N